bis[2,6-difluoro-2-(1H-pyrrol-1-yl)phenyl]titanium FC1(C(C(=CC=C1)F)[Ti]C1C(C=CC=C1F)(F)N1C=CC=C1)N1C=CC=C1